(1S,2R)-1-amino-2,3-dihydro-1H-indene-2-ol N[C@@H]1[C@@H](CC2=CC=CC=C12)O